4-amino-3-(3-bromophenyl)butanoic acid hydrochloride Cl.NCC(CC(=O)O)C1=CC(=CC=C1)Br